NC=1C=C(C2=C(N=C(O2)C2=CC=CC=C2)C1)COC1=C(C=C(C[C@H](N)C(=O)O)C=C1Cl)Cl O-[(5-amino-2-phenyl-7-benzoxazolyl)methyl]-3,5-dichloro-L-tyrosine